1-(phenylsulfonyl)-6-chloro-pyrrolo[2,3-b]pyridine C1(=CC=CC=C1)S(=O)(=O)N1C=CC=2C1=NC(=CC2)Cl